3-(3-(2-Methylpyridin-4-yl)-1H-pyrazol-5-yl)pyrrolidine-1-carbonitrile CC1=NC=CC(=C1)C1=NNC(=C1)C1CN(CC1)C#N